2-(BOC)aminoethanol C(=O)(OC(C)(C)C)NCCO